tert-butyl (2-(hydroxyimino)ethyl)carbamate ON=CCNC(OC(C)(C)C)=O